C(#N)C1=C(N=C2N(C1=O)C=C(C=C2[C@@H](C)NC2=C(C(=O)O)C=CC=C2)C)N2[C@@H]1CN([C@H](C2)C1)C1=CC=C(C=C1)C#N 2-(((R)-1-(3-cyano-2-((1S,4S)-5-(4-cyanophenyl)-2,5-diazabicyclo[2.2.1]heptan-2-yl)-7-methyl-4-oxo-4H-pyrido[1,2-a]pyrimidin-9-yl)ethyl)amino)benzoic acid